C1CC=2C1=CC=1CCCC1C2NC(OC(C)(C)C)=O tert-butyl 2,4,5,6-tetrahydro-1H-cyclobuta[f]inden-3-ylcarbamate